1-[3-[3-(4-chlorophenyl)propoxy]propyl]-piperidine 1-(1H-benzo[d]imidazol-5-yl)-2-(2,6-difluoro-4-(1-methyl-1H-pyrazol-4-yl)phenyl)-4-oxoazetidin-3-ylacetate N1C=NC2=C1C=CC(=C2)N2C(C(C2=O)CC(=O)O)C2=C(C=C(C=C2F)C=2C=NN(C2)C)F.ClC2=CC=C(C=C2)CCCOCCCN2CCCCC2